4,5,9,10-tetrahydropyrene-2,7-dicarboxylate C1=C(C=C2CCC3=CC(=CC=4CCC1=C2C34)C(=O)[O-])C(=O)[O-]